(S)-2-(chloromethyl)-4-methoxy-1-(oxetan-2-ylmethyl)-1H-benzo[d]imidazole-6-carboxylic acid ClCC1=NC2=C(N1C[C@H]1OCC1)C=C(C=C2OC)C(=O)O